6-fluoro-5-((((1r,3r)-3-(4-fluoro-3-(trifluoromethyl)phenoxy)cyclobutyl)amino)methyl)isoquinolin-3-amine hydrochloride Cl.FC=1C(=C2C=C(N=CC2=CC1)N)CNC1CC(C1)OC1=CC(=C(C=C1)F)C(F)(F)F